1-(dimethylamino)hex-5-yn-3-one tert-Butyl-(2S)-2-[4-chloro-2-(4-butoxy-4,5-dihydroisoxazol-3-yl)phenoxy]-3-methylbutanoat C(C)(C)(C)OC([C@H](C(C)C)OC1=C(C=C(C=C1)Cl)C1=NOCC1OCCCC)=O.CN(CCC(CC#C)=O)C